5-(2-nitrophenyl)-2-(3-(trifluoromethyl)phenyl)Oxazole-4-carboxylic acid ethyl ester C(C)OC(=O)C=1N=C(OC1C1=C(C=CC=C1)[N+](=O)[O-])C1=CC(=CC=C1)C(F)(F)F